ethyl (S)-3-(7-chloro-3-isopropyl-2-oxo-5-phenyl-2,3-dihydro-1H-benzo[e][1,4]diazepin-1-yl)propanoate ClC1=CC2=C(N(C([C@@H](N=C2C2=CC=CC=C2)C(C)C)=O)CCC(=O)OCC)C=C1